COC1=NC(=NN2C1=C(C=C2)C=2C=C1N=CC=NC1=CC2)C2(CC(C2)(N)C)N 1-(4-methoxy-5-(quinoxalin-6-yl)pyrrolo[2,1-f][1,2,4]triazin-2-yl)-3-methylcyclobutane-1,3-diamine